CN1C=C(C2=C(C=CC=C12)[N+](=O)[O-])C=O 1-Methyl-4-nitro-1H-indole-3-carbaldehyde